N-(4-(5-(4-(1H-pyrazol-5-yl)phenyl)-4-amino-7-methyl-7H-pyrrolo[2,3-d]pyrimidin-6-yl)phenyl)methacrylamide N1N=CC=C1C1=CC=C(C=C1)C1=C(N(C=2N=CN=C(C21)N)C)C2=CC=C(C=C2)NC(C(=C)C)=O